C(C)(C)(C)OC(N[C@H](CN1C(=C(C2=C1N=CN=C2N)C=2C(=NC1=CC=CC=C1C2)[2H])Br)CC=C)=O (S)-(1-(4-amino-6-bromo-5-(quinolin-3-yl-2-d)-7H-pyrrolo[2,3-d]pyrimidin-7-yl)pent-4-en-2-yl)carbamic acid tert-butyl ester